O1C(CCC1)COC=1C=CC(=NC1)CO (5-((tetrahydrofuran-2-yl)methoxy)pyridin-2-yl)methanol